BrC1=CC=C2C(=N1)SC(=N2)CC(=O)N 5-Bromothiazolo[5,4-b]pyridin-2-ylacetamide